5-chloro-3-(6-(3-methyl-2-oxoimidazolin-1-yl)-2-azabicyclo[2.2.1]heptan-2-yl)-1,2,4-triazin-6-carbonitrile ClC=1N=C(N=NC1C#N)N1C2C(CC(C1)C2)N2C(N(CC2)C)=O